FC(C=1OC(=NN1)C=1C=NC(=CC1)CN1N=NC(=C1)CC1CCN(CC1)C)F 2-(difluoromethyl)-5-(6-((4-((1-methylpiperidin-4-yl)methyl)-1H-1,2,3-triazol-1-yl)methyl)pyridin-3-yl)-1,3,4-oxadiazole